C(C)(C)(C)OC(=O)N1C[C@@H](CCC1)NC1=C2C(=NC=C1C=1OC(=CN1)C(=O)OCC)N(C=C2)COCC[Si](C)(C)C ethyl (R)-2-(4-((1-(tert-butoxycarbonyl)piperidin-3-yl)amino)-1-((2-(trimethylsilyl)ethoxy)methyl)-1H-pyrrolo[2,3-b]pyridin-5-yl)oxazole-5-carboxylate